[OH-].C(CCC)OC(OP)(OCCCC)OCCCC (tributoxymethoxy)phosphine hydroxide